C(C1=CC=CC=C1)OC1=CC=C(C=C1)C1=NC=CC=C1 (4-benzyloxyphenyl)pyridin